8-6,6'-(ethane-1,2-diylbis(5-carbamoyl-4-methoxy-1H-benzo[d]imidazole-1,2-diyl))bis(3,4-dichlorobenzoic acid) C(CN1C(=NC2=C1C=CC(=C2OC)C(N)=O)C2=CC(=C(C=C2C(=O)O)Cl)Cl)N2C(=NC1=C2C=CC(=C1OC)C(N)=O)C1=CC(=C(C=C1C(=O)O)Cl)Cl